2-((methylamino)methyl)piperidine-1-carboxylate hydrochloride salt Cl.CNCC1N(CCCC1)C(=O)O